C(#N)C1=CC(=CC2=C1SC(=C2)B(O)O)C2=CC=NC=C2 (7-cyano-5-(pyridin-4-yl)benzo[b]thiophen-2-yl)boronic acid